C(C)(C)(C)OC(=O)N1CCN(CC1)C1=C(C=C(C=C1)Br)CNNS(=O)(=O)CC1=CC=CC=C1 (E)-4-(4-bromo-2-((2-toluenesulfonyl-hydrazino)methyl)phenyl)piperazine-1-carboxylic acid tert-butyl ester